C(#N)C(C1=CC=C(C=C1)N1CCN(CC1)C(=O)OC(C)(C)C)C#N tert-butyl 4-(4-(dicyanomethyl)phenyl)piperazine-1-carboxylate